C(C)N1S(C2=C(C1=O)C(=C(C=C2)OC=2C=C(C#N)C=C(C2)F)C)(=O)=O 3-((2-ethyl-4-methyl-1,1-dioxido-3-oxo-2,3-dihydrobenzo[d]isothiazol-5-yl)oxy)-5-fluorobenzonitrile